O1COC2=C1C=CC(=C2)C(CCNCC2=CC=C(C=C2)C(=O)C2=CC=CC=C2)C2=C(C=CC=C2)OC (4-(((3-(benzo[d][1,3]dioxol-5-yl)-3-(2-methoxyphenyl)propyl)amino)methyl)phenyl)(phenyl)methanone